FC1=C(C(=O)N([C@H]2CN(CCC2)C(=O)OC(C)(C)C)C2=NC=CC3=CC=CC(=C23)C)C=CC(=C1)B1OC(C(O1)(C)C)(C)C tert-butyl (3R)-3-[[2-fluoro-4-(4,4,5,5-tetramethyl-1,3,2-dioxaborolan-2-yl)benzoyl]-(8-methyl-1-isoquinolyl)amino]piperidine-1-carboxylate